3-[1'-(1H-indazole-5-carbonyl)-4-methyl-2-oxospiro[indole-3,4'-piperidin]-1-yl]-N-(2,2,2-trifluoroethyl)propionamide N1N=CC2=CC(=CC=C12)C(=O)N1CCC2(CC1)C(N(C1=CC=CC(=C12)C)CCC(=O)NCC(F)(F)F)=O